phenylenedimethanol C1(=C(C=CC=C1)CO)CO